methyl 2-((1R,4r)-4-((R)-4-(tert-butoxycarbonyl)-2-(methoxymethyl)piperazin-1-yl)cyclohexyl)-2H-indazole-6-carboxylate C(C)(C)(C)OC(=O)N1C[C@@H](N(CC1)C1CCC(CC1)N1N=C2C=C(C=CC2=C1)C(=O)OC)COC